(S)-7-((6-(2-(dimethyl-amino)ethyl)-5-(tetrahydrofuran-3-yl)pyridin-2-yl)amino)-4-(7-fluoro-imidazo[1,2-a]pyridin-3-yl)isoindolin-1-one CN(CCC1=C(C=CC(=N1)NC=1C=CC(=C2CNC(C12)=O)C1=CN=C2N1C=CC(=C2)F)[C@H]2COCC2)C